C1(CC1)C1=CC=C(C=C1)N1N=C2C=3[C@@H](N(CCC13)C(=O)C=1C=3C=NNC3C(=CC1)C(F)(F)F)CN(CCO2)C(C=C)=O |o1:13| (R or S)-1-(2-(4-cyclopropylphenyl)-5-(7-(trifluoromethyl)-1H-indazole-4-carbonyl)-2,3,4,5,5a,6,8,9-octahydro-7H-10-oxa-1,2,5,7-tetraazacycloocta[cd]inden-7-yl)prop-2-en-1-one